tert-butyl rac-(1S,2S)-2-(5-hydroxypentyl)-2-methylcyclopropane-1-carboxylate OCCCCC[C@@]1([C@H](C1)C(=O)OC(C)(C)C)C |r|